2,2-Bis(3-amino-4-hydroxyphenyl)-hexafluoro-propane NC=1C=C(C=CC1O)C(C(F)(F)F)(C(F)(F)F)C1=CC(=C(C=C1)O)N